methyl 7-(4-((2,2-dimethyl-4-oxo-3,8,11-trioxa-5-azatridecan-13-yl)carbamoyl)-2,6-dimethylphenyl)-3-(3-(naphthalen-1-yloxy)propyl)pyrazolo[1,5-a]pyridine-2-carboxylate CC(C)(OC(NCCOCCOCCNC(=O)C1=CC(=C(C(=C1)C)C1=CC=CC=2N1N=C(C2CCCOC2=CC=CC1=CC=CC=C21)C(=O)OC)C)=O)C